tert-Butyl 7-(3-(3-((2S)-2-((2,6-dichlorobenzoyl)amino)-3-methoxy-3-oxo-propyl)phenoxy)propyl)-3,4-dihydro-2H-1,8-naphthyridine-1-carboxylate ClC1=C(C(=O)N[C@@H](CC=2C=C(OCCCC3=CC=C4CCCN(C4=N3)C(=O)OC(C)(C)C)C=CC2)C(=O)OC)C(=CC=C1)Cl